(4R)-1-[4-({8-[(2R,3S)-3-[(ethanesulfonyl)methyl]-2-methylazetidin-1-yl]-5-(propan-2-yl)-2,6-naphthyridin-3-yl}amino)pyrimidin-2-yl]-3,3-difluoro-4-methyl-piperidin-4-ol C(C)S(=O)(=O)C[C@@H]1[C@H](N(C1)C=1C=NC(=C2C=C(N=CC12)NC1=NC(=NC=C1)N1CC([C@@](CC1)(O)C)(F)F)C(C)C)C